C(C)(C)C1=CC(=NN1)NC1=CN=C2C(=N1)N(N=C2)CC2COCCC2 N-(5-isopropyl-1H-pyrazol-3-yl)-1-((tetrahydro-2H-pyran-3-yl)methyl)-1H-pyrazolo[3,4-b]pyrazin-6-amine